C(C)C(C(=O)[O-])CCCC.C(C)C(C(=O)[O-])CCCC.C(C)C(C(=O)[O-])CCCC.[Bi+3] bismuth tri(2-ethylhexanoate)